N,N'-dimethyl-N,N'-dibutyl-hexylethoxymalonamide CN(C(C(C(=O)N(CCCC)C)(OCC)CCCCCC)=O)CCCC